4-(6-(cyclopropanesulfonylamino)pyridin-2-yl)-N-(5-(6-ethoxypyrazin-2-yl)pyridin-2-yl)tetrahydro-2H-pyran-4-carboxamide C1(CC1)S(=O)(=O)NC1=CC=CC(=N1)C1(CCOCC1)C(=O)NC1=NC=C(C=C1)C1=NC(=CN=C1)OCC